iron dicyclopentadiene diformate C(=O)[O-].C(=O)[O-].C1=CC=CC1.C1=CC=CC1.[Fe+2]